ClC1=NC=C2C(=N1)N(N=C2C(F)(F)F)C2OCCCC2 6-chloro-1-(tetrahydro-2H-pyran-2-yl)-3-(trifluoromethyl)-1H-pyrazolo[3,4-d]pyrimidine